N[Cu](N)(N)N Tetraaminocopper